(1R,2S)-2-(3-{[5-(3-hydroxyazetidin-1-yl)-3-methoxypyridin-2-yl]amino}-1H-indazol-6-yl)-5'-methoxyspiro[cyclopropane-1,3'-indol]-2'(1'H)-one OC1CN(C1)C=1C=C(C(=NC1)NC1=NNC2=CC(=CC=C12)[C@@H]1C[C@@]12C(NC1=CC=C(C=C21)OC)=O)OC